BrC1=CC(=C(CN2CC3=NC=CC=C3C2=O)C(=C1)C(F)(F)F)F 6-(4-bromo-2-fluoro-6-(trifluoromethyl)-benzyl)-6,7-dihydro-5H-pyrrolo[3,4-b]-pyridin-5-one